C1(CCC2=CC=CC=C12)=O 2,3-dihydro-1H-inden-1-one